CN1N=C(C2=C1C(N(CC2)CC2(CC2)S(=O)(=O)C2(COC2)C)=O)C(=O)N 1-methyl-6-((1-((3-methyloxetan-3-yl)sulfonyl)cyclopropyl)methyl)-7-oxo-4,5,6,7-tetrahydro-1H-pyrazolo[3,4-c]pyridine-3-carboxamide